(3R,4R)-4-methoxy-1-[(5R)-7-(1,6-dimethylpyrazolo[3,4-b]pyridin-4-yl)-5-methyl-6,8-dihydro-5H-2,7-naphthyridin-3-yl]pyrrolidin-3-amine CO[C@H]1[C@@H](CN(C1)C=1N=CC=2CN(C[C@@H](C2C1)C)C1=C2C(=NC(=C1)C)N(N=C2)C)N